NC1=C2C(=NC=N1)N(N=C2C)C(C)C2=C(C(=C(C#N)C(=C2)Cl)C2CN(C2)CCO)OC 4-[1-(4-amino-3-methyl-1H-pyrazolo[3,4-d]-pyrimidin-1-yl)-ethyl]-6-chloro-2-[1-(2-hydroxyethyl)-azetidin-3-yl]-3-methoxybenzonitrile